3-(3-(3-ethoxy-3-oxoprop-1-en-1-yl)phenyl)tetrahydrofuran-3-carboxylic acid C(C)OC(C=CC=1C=C(C=CC1)C1(COCC1)C(=O)O)=O